FC(C1=CC=C(C=C1)N1C=CC=C1)(F)F 1-(4-(trifluoromethyl)phenyl)-1H-pyrrole